5-((6-(4-((4-(4-(2,4-dioxotetrahydropyrimidin-1(2H)-yl)phenyl)piperazin-1-yl)methyl)piperidin-1-yl)pyridin-3-yl)amino)-3-(piperidin-1-yl)-1,2,4-triazine-6-carboxamide O=C1N(CCC(N1)=O)C1=CC=C(C=C1)N1CCN(CC1)CC1CCN(CC1)C1=CC=C(C=N1)NC=1N=C(N=NC1C(=O)N)N1CCCCC1